C(C=C)OC(C[C@@H](C(=O)O)NC(=O)OC(C)(C)C)=O (S)-4-(allyloxy)-2-((tert-butoxycarbonyl)amino)-4-oxobutanoic acid